3-Methyl-5-piperazin-2-yl-1H-benzimidazol-2-one CN1C(NC2=C1C=C(C=C2)C2NCCNC2)=O